3-(4-amino-6-(methyl(1-(trifluoromethyl)cyclopropyl)amino)pyrido[3,4-d]pyrimidin-8-yl)-2,4-dimethylphenol NC=1C2=C(N=CN1)C(=NC(=C2)N(C2(CC2)C(F)(F)F)C)C=2C(=C(C=CC2C)O)C